(2S,4R)-N-[(R) or (S)-(2-aminopyridin-3-yl)[3-methyl-4-(propan-2-yl)phenyl]methyl]-4-fluoro-1-[2-(1,3,5-trimethyl-1H-pyrazol-4-yl)acetyl]pyrrolidine-2-carboxamide NC1=NC=CC=C1[C@H](NC(=O)[C@H]1N(C[C@@H](C1)F)C(CC=1C(=NN(C1C)C)C)=O)C1=CC(=C(C=C1)C(C)C)C |o1:7|